BrC1=CC=CC=2C=3N(C(=NC12)N[C@H]1C(NCCC1)=O)N=C(N3)C3=CC=C(C=C3)OC (3R)-3-{[7-bromo-2-(4-methoxyphenyl)[1,2,4]triazolo[1,5-c]quinazolin-5-yl]amino}piperidin-2-one